4-chloro-2,6-dimethyl-1-toluenesulfonyl-1H-pyrrolo[2,3-b]pyridine ClC1=C2C(=NC(=C1)C)N(C(=C2)C)S(=O)(=O)CC2=CC=CC=C2